FC=1C=CC2=C(NC(=NS2(=O)=O)NCC2=CC(=CC=C2)F)C1[C@@H](C)C=1C=C(C=CC1)C (S)-6-fluoro-3-((3-fluorobenzyl)amino)-5-(1-(m-tolyl)ethyl)-4H-benzo[e][1,2,4]thiadiazine 1,1-dioxide